N1C=CC=2C1=NC=C(C2)CNC(CN2C(C(=NC=C2C=2C=NN(C2)C)NCCC2=CC=CC=C2)=O)=O N-((1H-pyrrolo[2,3-b]pyridin-5-yl)methyl)-2-(6-(1-methyl-1H-pyrazol-4-yl)-2-oxo-3-(phenethylamino)pyrazin-1(2H)-yl)acetamide